FC=1C=CC=C2C(=CNC12)C=1C=C(SC1)C(CCC(=O)OC)O Methyl 4-(4-(7-fluoro-1H-indol-3-yl)thiophen-2-yl)-4-hydroxybutyrate